DL-aspartate sodium salt [Na+].N[C@@H](CC(=O)[O-])C(=O)[O-].[Na+] |r|